isopropyl-boric acid C(C)(C)OB(O)O